C(C)(C)OC(CCC\C=C/C[C@@H]1[C@H](C=C[C@@H]1O)\C=C\C(COC1=CC=CC=C1)(F)F)=O (Z)-7-[(1r,2r,5s)-2-[(1E)-3,3-difluoro-4-phenoxy-1-buten-1-yl]-5-hydroxycyclopent-3-en-1-yl]-5-heptenoic acid isopropyl ester